N1C(=NC2=C1C=CC=C2)N 1H-1,3-benzodiazol-2-amine